methoxymethyl 4-((4-(benzyloxy)-2-methoxy-6-methylbenzoyl)oxy)-2,3,5-trimethyl-6-vinylbenzoate C(C1=CC=CC=C1)OC1=CC(=C(C(=O)OC2=C(C(=C(C(=O)OCOC)C(=C2C)C=C)C)C)C(=C1)C)OC